N-(5-((4-cyanobenzyl)oxy)-1,3,4-thiadiazol-2-yl)-4-(5-cyclopropyl-2-ethynylphenyl)-6-methylpyridine-3-carboxamide C(#N)C1=CC=C(COC2=NN=C(S2)NC(=O)C=2C=NC(=CC2C2=C(C=CC(=C2)C2CC2)C#C)C)C=C1